tert-butyl (S)-3-((6-(4-(3-((tert-butoxycarbonyl)amino)propyl)-1H-imidazol-1-yl)pyridin-3-yl)oxy)-2-((1,3-dioxoisoindolin-2-yl)oxy)propanoate C(C)(C)(C)OC(=O)NCCCC=1N=CN(C1)C1=CC=C(C=N1)OC[C@@H](C(=O)OC(C)(C)C)ON1C(C2=CC=CC=C2C1=O)=O